C12C(CCC1)C(NC2=O)=O 2-cyclopentanedicarboximide